(S)-1-(2-(3-fluoropyrrolidin-1-yl)ethyl)-5-(4,4,5,5-tetramethyl-1,3,2-dioxaborolan-2-yl)-1H-indazole F[C@@H]1CN(CC1)CCN1N=CC2=CC(=CC=C12)B1OC(C(O1)(C)C)(C)C